(7-(3-((3'-((2-chloro-5-((5-cyanopyridin-3-yl) methoxy)-4-formylphenoxy) methyl)-2,2'-dimethyl-[1,1'-biphenyl]-3-yl) oxy) propyl)-7-aza-spiro[3.5]non-2-yl) carbamate C(N)(OC1CC2(C1)CCN(CC2)CCCOC=2C(=C(C=CC2)C2=C(C(=CC=C2)COC2=C(C=C(C(=C2)OCC=2C=NC=C(C2)C#N)C=O)Cl)C)C)=O